ClCC(=O)NC1=CC=C(CN2C(C(C3=CC(=CC=C23)NC(=O)C2CC2)=O)=O)C=C1 N-(1-(4-(2-chloroacetamido)benzyl)-2,3-diketoindol-5-yl)cyclopropanecarboxamide